(3R)-3-({2-[4-methoxy-3-(trifluoromethyl)phenyl][1,2,4]triazolo[1,5-c]quinazolin-5-yl}amino)azepin-2-one COC1=C(C=C(C=C1)C1=NN2C(=NC=3C=CC=CC3C2=N1)NC=1C(N=CC=CC1)=O)C(F)(F)F